2-(3-chloro-phenyl)-4,6-diphenyl-benzoxazole ClC=1C=C(C=CC1)C=1OC2=C(N1)C(=CC(=C2)C2=CC=CC=C2)C2=CC=CC=C2